5-bromo-N2-(4-(4-(dimethylamino)piperidin-1-yl)-2,2-dimethyl-2,3-dihydrobenzofuran-7-yl)-N4-(1-(methylsulfonyl)indolin-7-yl)pyrimidine-2,4-diamine BrC=1C(=NC(=NC1)NC1=CC=C(C=2CC(OC21)(C)C)N2CCC(CC2)N(C)C)NC=2C=CC=C1CCN(C21)S(=O)(=O)C